N1C=C(C=2C1=NC=CC2)C=2C=C1C(=NC=NC1=CC2)N2CCC(CC2)N2C(C=CC=C2)=O 1-(1-(6-(1H-pyrrolo[2,3-b]pyridin-3-yl)quinazolin-4-yl)piperidin-4-yl)pyridin-2(1H)-one